2-amino-5-(dimethylphosphoryl)benzamide NC1=C(C(=O)N)C=C(C=C1)P(=O)(C)C